(R)-2-(2-hydroxy-3-((4-(3-oxo-4-morpholinyl)phenyl)amino)propyl)isoindole-1,3-dione O[C@@H](CN1C(C2=CC=CC=C2C1=O)=O)CNC1=CC=C(C=C1)N1C(COCC1)=O